NCC=1C=C(C=CC1)C=1C=CC2=C(C(=CO2)C(C)OC2=C(C=CC=C2)CC(=O)OCC)C1 ethyl 2-(2-(1-(5-(3-(aminomethyl)phenyl)benzofuran-3-yl)ethoxy)phenyl)acetate